(Z)-2-(5-(4-hydroxy-3-methylbenzylidene)-4-oxo-2-thioxothiazolidin-3-yl)acetic acid OC1=C(C=C(\C=C/2\C(N(C(S2)=S)CC(=O)O)=O)C=C1)C